Cl.Cl.ClC=1C=C2C=CN(C2=C(C1)C1=NC=NN2C1=CC(=C2)CN2C(C1C(C1C2=O)(C)C)=O)CC2CNCC(C2)(F)F 3-((4-(5-chloro-1-((5,5-difluoropiperidin-3-yl)methyl)-1H-indol-7-yl)pyrrolo[2,1-f][1,2,4]triazin-6-yl)methyl)-6,6-dimethyl-3-azabicyclo[3.1.0]hexane-2,4-dione dihydrochloride